C(#N)CN(CCN(CCN1C(N(CC1)CCN(CC#N)CC#N)=O)CCNCC#N)CC#N 2,2'-((2-(3-(2-((2-(bis(cyanomethyl)amino)ethyl)(2-((cyanomethyl)amino)eth-yl)amino)ethyl)-2-oxoimidazolidin-1-yl)ethyl)azanediyl)diacetonitrile